C(C=C)(=O)NC1=CC=C(C=C1)C1=CC(=CC(=N1)NC1=NN(C(=C1)C)C(=O)OC(C)(C)C)CC1=CC=CC=C1 tert-butyl 3-((6-(4-acrylamidophenyl)-4-benzylpyridin-2-yl) amino)-5-methyl-1H-pyrazole-1-carboxylate